C1(CCCCC1)P(C1=CC=CC=C1)=O cyclohexyl-(phenyl)phosphine oxide